FC1=C(C(=CC(=C1F)F)F)C1(N=C(C(=N1)C1=CC(=CC=C1)OC)C1=CC(=CC=C1)OC)C1(N=C(C(=N1)C1=CC(=CC=C1)OC)C1=CC(=CC=C1)OC)C1=C(C(=C(C=C1F)F)F)F bis(2,3,4,6-tetrafluorophenyl)-4,4',5,5'-tetrakis(3-methoxyphenyl)-biimidazole